N5-[2-(3,3-dimethylazetidin-1-yl)-3-methyl-phenyl]-N2,N2-dimethyl-thiophene-2,5-disulfonamide CC1(CN(C1)C1=C(C=CC=C1C)NS(=O)(=O)C1=CC=C(S1)S(=O)(=O)N(C)C)C